N-(5-(2-Azaspiro[3.3]heptan-6-yl)pyridin-2-yl)-5-fluoro-4-(3-isopropyl-2-methyl-3H-thieno[2,3-d]imidazol-5-yl)pyrimidin-2-amine C1NCC12CC(C2)C=2C=CC(=NC2)NC2=NC=C(C(=N2)C2=CC1=C(N(C(=N1)C)C(C)C)S2)F